2-[[6,7-dichloro-1-oxo-10-(1H-pyrazol-4-yl)-3,4-dihydro-2H-pyrazino[1,2-a]indol-9-yl]amino]acetonitrile ClC1=C(C=C(C=2C(=C3N(C12)CCNC3=O)C=3C=NNC3)NCC#N)Cl